(E)-2-(5-((4-(2-hydroxyethyl)piperidin-1-yl)sulfonyl)-2-propoxyphenyl)-5-methyl-4-oxo-7-propyl-4,5-dihydro-3H-pyrrolo[3,2-d]pyrimidine-6-formaldoxime OCCC1CCN(CC1)S(=O)(=O)C=1C=CC(=C(C1)C=1NC(C2=C(N1)C(=C(N2C)\C=N\O)CCC)=O)OCCC